CC(C)(C)S(=O)/N=C(\CC)/CCCC=C (E)-2-methyl-N-(oct-7-en-3-ylidene)propane-2-sulfinamide